N[C@@H](CNC1=NC(=C2C(=N1)N(N=C2)C)NC(C)(C)C)C2=CC=C(C#N)C=C2 4-[(1R)-1-amino-2-{[4-(tert-butylamino)-1-methyl-1H-pyrazolo[3,4-d]pyrimidin-6-yl]amino}ethyl]benzonitrile